ClC=1C=C(C=C(C1)NS(=O)(=O)C)NC(=O)C1=CN(C(=C1)C)C1=NC=CC=C1 N-(3-chloro-5-methanesulfonamidophenyl)-5-methyl-1-(pyridin-2-yl)pyrrole-3-carboxamide